N-(6-methyl-1,2,3,4-tetrahydronaphthalen-1-yl)-2-oxo-6-(trifluoromethyl)-1,2-dihydropyridine-3-carboxamide CC=1C=C2CCCC(C2=CC1)NC(=O)C=1C(NC(=CC1)C(F)(F)F)=O